1-((5-(5-(difluoromethyl)-1,3,4-oxadiazol-2-yl)pyridin-2-yl)methyl)-6-fluoro-3-methyl-5-(4-(trifluoromethyl)phenyl)-1,3-dihydro-2H-benzo[d]imidazol-2-one FC(C1=NN=C(O1)C=1C=CC(=NC1)CN1C(N(C2=C1C=C(C(=C2)C2=CC=C(C=C2)C(F)(F)F)F)C)=O)F